(7-(4-(2-hydroxyethoxy)-1,2-dimethyl-6-(trifluoromethyl)-1H-benzo[d]imidazol-5-yl)-1H-indol-3-yl)(3,4,5-trifluorophenyl)methanone OCCOC1=C(C(=CC=2N(C(=NC21)C)C)C(F)(F)F)C=2C=CC=C1C(=CNC21)C(=O)C2=CC(=C(C(=C2)F)F)F